N=1C=NN2C(NC=CC21)=O [1,2,4]triazolo[1,5-c]pyrimidine-5(6H)-one